N1(CCCC1)CC(CN1CCCC1)O 1,3-Bis(pyrrolidino)-2-propanol